1-((5-(5-(difluoromethyl)-1,3,4-oxadiazole-2-yl)pyridine-2-yl)methyl)-5-(2,4-difluorophenyl)-6-fluoro-3-(1-methylpiperidine-4-yl)-1,3-dihydro-2H-benzo[d]imidazole-2-one FC(C1=NN=C(O1)C=1C=CC(=NC1)CN1C(N(C2=C1C=C(C(=C2)C2=C(C=C(C=C2)F)F)F)C2CCN(CC2)C)=O)F